CN1SC(=CC1=O)Cl 2-methyl-5-chloro-3-isothiazolone